2-methyl-7-[(2-methylpropan-2-yl)oxycarbonylamino]-[1,2,4]triazolo[1,5-c]pyrimidin CC1=NN2C=NC(=CC2=N1)NC(=O)OC(C)(C)C